ClC1=C(C=CC(=C1)[N+](=O)[O-])CCOCCNS(=O)(=O)C1=CC=C(C=C1)C N-{2-[2-(2-chloro-4-nitrophenyl)ethoxy]ethyl}-4-methylbenzenesulfonamide